OC=1C=C(C=CC1O)C=1N=C(SC1)N(C(C(C)C1=CC=C(C=C1)CC(C)C)=O)C N-(4-(3,4-dihydroxyphenyl)thiazol-2-yl)-2-(4-isobutylphenyl)-N-methylpropanamide